hydroxyethylphenyl ether acrylate C(C=C)(=O)O.OCCOC1=CC=CC=C1